2-(3-Azabicyclo[3.1.0]hexan-3-yl)-6-methylpyrimidine-4-carbohydrazide C12CN(CC2C1)C1=NC(=CC(=N1)C(=O)NN)C